C(C)OC(C)N1N=CC(=C1)C1=C(C=2N(C=N1)N=C(N2)NC2=C(C=C(C=C2)S(=O)(=O)C2=CC=C(O2)C(=O)OC)F)OC(C)C methyl 5-[4-({7-[1-(1-ethoxyethyl)pyrazol-4-yl]-8-isopropoxy-[1,2,4]triazolo[1,5-c]pyrimidin-2-yl}amino)-3-fluorobenzenesulfonyl]furan-2-carboxylate